5-fluoro-2-phenyl-3H-indol FC=1C=C2CC(=NC2=CC1)C1=CC=CC=C1